C(C(C)(C)C)C1=CC(=NC=C1)C1=CC=CC=2C3=C(OC21)C=C2C1=CC=CC=C1C=CC2=C3 4-neopentyl-2-(phenanthro[3,2-b]benzofuran-11-yl)pyridine